NC=1NC=C(N1)CC(=O)O (2-AMINO-1H-IMIDAZOL-4-YL)-ACETIC ACID